1-(5-(2-fluorobenzoyl)-1-methyl-1H-pyrrol-3-yl)-2-(pyridin-4-yl)ethan-1-one indium(II) acetate C(C)(=O)[O-].[In+2].FC1=C(C(=O)C2=CC(=CN2C)C(CC2=CC=NC=C2)=O)C=CC=C1.C(C)(=O)[O-]